COCC12OC(C(C1)(C2)CO)(C)C (1-(methoxymethyl)-3,3-dimethyl-2-oxabicyclo[2.1.1]hexane-4-yl)methanol